C1OCCC12CN(CCC2)CCCOC=2C(=C(C=CC2)C2=C(C(=CC=C2)C=2SC=1CN(CCC1N2)CCO)C)C 2-(2-(3'-(3-(2-oxa-7-azaspiro[4.5]dec-7-yl)propoxy)-2,2'-dimethyl-[1,1'-biphenyl]-3-yl)-6,7-dihydrothiazolo[5,4-c]pyridin-5(4H)-yl)ethanol